(S)-3-(4-fluoro-2',6'-dimethylbiphenyl-3-yl)-3-(3-(1-methyl-4-oxo-2-oxo-1,2-dihydropyridin-3-yl)ureido)propanoic acid sodium salt [Na+].FC1=C(C=C(C=C1)C1=C(C=CC=C1C)C)[C@H](CC(=O)[O-])NC(=O)NC1C(N(C=CC1=O)C)=O